C1(CC1)C1=NN=C(S1)C(=O)N1[C@H](C2=C(CC1)NC=N2)C2=NN1C(C(=CC=C1)C)=C2 (R)-(5-cyclopropyl-1,3,4-thiadiazol-2-yl)(4-(4-methylpyrazolo[1,5-a]pyridin-2-yl)-1,4,6,7-tetrahydro-5H-imidazo[4,5-c]pyridin-5-yl)methanone